1-(((4S,6R)-9-(5-(2-hydroxy-prop-2-yl)pyrazin-2-yl)-4-methyl-8-oxo-7-oxa-9-azadispiro[2.2.46.23]dodecane-4-yl)methyl)-1H-benzo[d]imidazole-6-carbonitrile OC(C)(C)C=1N=CC(=NC1)N1C(O[C@]2(C[C@](C3(CC3)CC2)(C)CN2C=NC3=C2C=C(C=C3)C#N)C1)=O